C1=CC=CC=2C3=CC=CC=C3C(C12)COC(=O)NC(C(=O)[O-])CC(=O)N1CCC(CC1)(F)F ((((9H-fluoren-9-yl) methoxy) carbonyl) amino)-4-(4,4-difluoropiperidin-1-yl)-4-oxobutanoate